OC=1C(=C(C=CC1)C=1CCN(CC1)C(=O)OC(C)(C)C)[N+](=O)[O-] tert-Butyl 4-(3-hydroxy-2-nitrophenyl)-3,6-dihydro-2H-pyridine-1-carboxylate